[Si](C)(C)(C(C)(C)C)OCCCCN1N=CC=C1 1-(4-((tert-butyldimethylsilyl)oxy)butyl)-1H-pyrazole